2,5-di-t-amyl-1,4-benzoquinone C(C)(C)(CC)C=1C(C=C(C(C1)=O)C(C)(C)CC)=O